NC1=C(C=C(C=N1)NC(C(=O)N1[C@H](CC[C@@H](C1)C)C1=CC=C(C=C1)N1CCOC2(CN(C2)C)C1)=O)CC |r| rac-N-(6-Amino-5-ethyl-3-pyridyl)-2-[(2R,5S)-5-methyl-2-[4-(2-methyl-5-oxa-2,8-diazaspiro[3.5]nonan-8-yl)phenyl]-1-piperidyl]-2-oxo-acetamide